N-benzyl-1-(1-methoxyisoquinolin-5-yl)-5-(trifluoromethyl)-N-(2-(trifluoromethyl)pyridin-4-yl)-1H-pyrazole-4-carboxamide C(C1=CC=CC=C1)N(C(=O)C=1C=NN(C1C(F)(F)F)C1=C2C=CN=C(C2=CC=C1)OC)C1=CC(=NC=C1)C(F)(F)F